C(C)(C)(C)OC(=O)N1C=C(C2=CC(=CC=C12)O[Si](C)(C)C(C)(C)C)C(C)C 5-((tert-Butyldimethylsilyl)oxy)-3-isopropyl-1H-indole-1-carboxylic acid tert-butyl ester